1-(4-(1-hydroxy-2-(4-methoxyphenyl)propan-2-yl)thiazol-2-yl)-3-(1-(4-(piperazin-1-yl)phenyl)ethyl)urea OCC(C)(C1=CC=C(C=C1)OC)C=1N=C(SC1)NC(=O)NC(C)C1=CC=C(C=C1)N1CCNCC1